OC1CC(C(CC1)NC1=C2C(=NC=C1C(=O)OCCC)NC=C2)C propyl 4-((4-hydroxy-2-methylcyclohexyl)amino)-1H-pyrrolo[2,3-b]pyridine-5-carboxylate